3-(4-((1-(3,4,5-trimethoxyphenyl)-1H-imidazol-4-yl)amino)pyrrolo[2,1-f][1,2,4]triazin-2-yl)benzamide COC=1C=C(C=C(C1OC)OC)N1C=NC(=C1)NC1=NC(=NN2C1=CC=C2)C=2C=C(C(=O)N)C=CC2